C(OCCl)(OC(COC)(C)C)=O Chloromethyl 1-methoxy-2-methylpropan-2-yl Carbonate